tert-butyl (S)-2-((((9H-fluoren-9-yl)methoxy)carbonyl)amino)-3-(pyridazin-3-yl)propanoate C1=CC=CC=2C3=CC=CC=C3C(C12)COC(=O)N[C@H](C(=O)OC(C)(C)C)CC=1N=NC=CC1